ClC=1C(=NC(=NC1)NC=1C(=NN(C1C)C)C)C1=CC=C2CN(C(C2=C1)=O)[C@@H](C(=O)N[C@H](CO)C1=CC(=CC=C1)C)C (2R)-2-(6-{5-chloro-2-[(1,3,5-trimethyl-1H-pyrazol-4-yl)amino]pyrimidin-4-yl}-1-oxo-2,3-dihydro-1H-isoindol-2-yl)-N-[(1S)-2-hydroxy-1-(3-methylphenyl)ethyl]propanamide